(E)-1-(2-Amino-4,6-dihydroxyphenyl)-3-(4-hydroxyphenyl)prop-2-en-1-one NC1=C(C(=CC(=C1)O)O)C(\C=C\C1=CC=C(C=C1)O)=O